CC1(N(CCC1)CCNC(=O)C=1C=C(C(=NC1)C)NC1=NN(C2=NC(=NC=C21)NC=2C=C(C=CC2)C2(CC2)C(=O)O)C)C 1-(3-((3-((5-((2-(2,2-dimethylpyrrolidin-1-yl)ethyl)carbamoyl)-2-methylpyridin-3-yl)amino)-1-methyl-1H-pyrazolo[3,4-d]pyrimidin-6-yl)amino)phenyl)Cyclopropane-carboxylic acid